FC1=C(C=C(C=C1)N(C(=O)[C@@H]1CC[C@H](CC1)CC(=O)O)CC12CCC(CC1)(CC2)C2=CC(=C(C=C2)OC)C)C=2C=NN(C2)C(C)C trans-2-(4-((4-Fluoro-3-(1-isopropyl-1H-pyrazol-4-yl)phenyl)((4-(4-methoxy-3-methylphenyl)bicyclo[2.2.2]octan-1-yl)methyl)carbamoyl)cyclohexyl)acetic acid